2-(2-(4-(3-methylbutanamido)benzoyl)hydrazine-1-carbonyl)cyclohexane-1-carboxylic acid CC(CC(=O)NC1=CC=C(C(=O)NNC(=O)C2C(CCCC2)C(=O)O)C=C1)C